bis(2-hydroxyethoxy)-1,1-binaphthyl OCCOC=1C(=C(C2=CC=CC=C2C1)C1=CC=CC2=CC=CC=C12)OCCO